4-(2,6-Dihydroxy-4-propylphenyl)-1,3,3-trimethylindolin-2-one OC1=C(C(=CC(=C1)CCC)O)C1=C2C(C(N(C2=CC=C1)C)=O)(C)C